C1(=C(C=CC=C1)C(=O)N1CC(N(CC1)C1=CC=CC=C1)C)C1=CC=CC=C1 [1,1'-biphenyl]-2-yl-(3-methyl-4-phenylpiperazin-1-yl)methanone